ClC=1C=C(C=CC1)NC1(CC1)C(=O)N1[C@@H]2CC([C@H]([C@H]1C(=O)N[C@H](C[C@H]1C(NCCC1)=O)C#N)CC2)(F)F (1S,3S,4S)-2-(1-((3-chlorophenyl)amino)cyclopropane-1-carbonyl)-N-((R)-1-cyano-2-((S)-2-oxopiperidin-3-yl)ethyl)-5,5-difluoro-2-azabicyclo[2.2.2]octane-3-carboxamide